tert-butyl N-[(1S)-2-[6-chloro-5-(cyclopropylcarbamoyl)pyridazin-3-yl]oxy-1-methyl-ethyl]carbamate ClC1=C(C=C(N=N1)OC[C@H](C)NC(OC(C)(C)C)=O)C(NC1CC1)=O